2-(5-(3-((2-chloro-5-(1-(difluoromethyl)-1H-pyrazol-3-yl)pyridin-4-yl)amino)-2-methylpropoxy)-1-methyl-1H-pyrazol-4-yl)pyrimidin-4-amine ClC1=NC=C(C(=C1)NCC(COC1=C(C=NN1C)C1=NC=CC(=N1)N)C)C1=NN(C=C1)C(F)F